C(C1=CC=CC=C1)N1C(N(N=C1Cl)C1=CC=C(C=C1)OC1=C(C=CC=C1)[N+](=O)[O-])=O 4-benzyl-5-chloro-2-(4-(2-nitrophenoxy)phenyl)-2,4-dihydro-3H-1,2,4-triazol-3-one